C(C)C1(COC1)COCCOCCCCC pentyloxyethyl (3-ethyl-3-oxetanylmethyl) ether